CN1CCC(CC1)N1N=CC(=C1)NC(=O)C=1C=C2C(=NC1)NC=C2C2=CC=C1C(NC3(C1=C2)CCCCC3)=O N-(1-(1-methylpiperidin-4-yl)-1H-pyrazol-4-yl)-3-(3'-oxospiro[cyclohexane-1,1'-isoindolin]-6'-yl)-1H-pyrrolo[2,3-b]pyridine-5-carboxamide